(5-Fluoropyridin-3-yl)-4-[2-(6-methoxy-1H-indol-3-yl)ethoxy]-5H,6H,7H,8H-pyrido[3,4-d]pyrimidine-7-carboxylic acid tert-butyl ester C(C)(C)(C)OC(=O)N1CC=2N=C(N=C(C2CC1)OCCC1=CNC2=CC(=CC=C12)OC)C=1C=NC=C(C1)F